5-fluoro-4-methyl-1,3-benzothiazol-2-amine FC=1C=CC2=C(N=C(S2)N)C1C